CC1(O[C@@H](C2=CC=CC=C2C1)N1CCCC1)C ((S)-3,3-dimethylisochroman-1-yl)pyrrolidine